C(C1=CC=CC=C1)N1CCC(CC1)CCNC(=O)N1[C@@H](CN(CC1)C=1C=NC(=NC1)OC)C (2R)-N-[2-(1-benzylpiperidin-4-yl)ethyl]-4-(2-methoxypyrimidin-5-yl)-2-methylpiperazine-1-carboxamide